tert-butyl ((6-bromo-5-fluoro-1H-indol-2-yl)methyl)carbamate BrC1=C(C=C2C=C(NC2=C1)CNC(OC(C)(C)C)=O)F